8-((2s,5r)-4-(1-(4-cyclopropyl-2-fluorophenyl)propyl)-2,5-diethylpiperazin-1-yl)-5-methyl-6-oxo-5,6-dihydro-1,5-naphthyridine-2-carbonitrile C1(CC1)C1=CC(=C(C=C1)C(CC)N1C[C@@H](N(C[C@H]1CC)C1=CC(N(C=2C=CC(=NC12)C#N)C)=O)CC)F